C(\C=C\C1=CC(O)=C(O)C=C1)(=O)OC(C)C1=CC=C(C=C1)O O-caffeoyl-p-hydroxyphenylethanol